C(#N)C(C)NC(OC(C)(C)C)=O Tert-Butyl (1-cyanoethyl)carbamate